ClC=1C=C2C(=C(C(N(C2=CC1)C)=O)C(=O)OCC)N1CCC(CC1)([C@H](C)C1=NC=C(C=C1)OC(F)(F)F)O ethyl 6-chloro-4-[4-hydroxy-4-[(1R)-1-[5-(trifluoromethoxy)-2-pyridyl]ethyl]-1-piperidyl]-1-methyl-2-oxo-quinoline-3-carboxylate